C1=NC(=NC2=NNN=C21)N AMINOTRIAZOLOPYRIMIDINE